BrC=1C=C(C=CC1)/C(=C/C(=O)OC)/C(F)(F)F methyl (Z)-3-(3-bromophenyl)-4,4,4-trifluorobut-2-enoate